C(C1=CC=CC=C1)SC1=CC(=C(CC2=NC3=CC(=C(C=C3C(=C2N)N)F)OC)C(=C1)F)F (4-(benzylthio)-2,6-difluorobenzyl)-6-fluoro-7-methoxyquinoline-3,4-diamine